ClC1=CC=C(C=C1)C=1C=C(C(N(N1)C1=CC(=CC=C1)F)=O)C(=O)NCC(C(F)F)O (+)-6-(4-chlorophenyl)-N-[3,3-difluoro-2-hydroxypropyl]-2-(3-fluorophenyl)-3-oxo-2,3-dihydropyridazine-4-carboxamide